CN1N=CC(=C1)C=1C=C2C(=CNC2=CC1)C(=O)NC1=CC=NC=C1 5-(1-Methyl-1H-pyrazol-4-yl)-N-(pyridin-4-yl)-1H-indole-3-carboxamide